CC1C(CCC(C1)=O)=O methyl-tetrahydrobenzoquinone